O=C1NC(CCC1NC(=O)C1=CC(=CC=2NC(=NC21)C)CNC(OC(C)(C)C)=O)=O Tert-butyl ((4-((2,6-dioxopiperidin-3-yl)carbamoyl)-2-methyl-1H-benzo[d]imidazol-6-yl)methyl)carbamate